[Se-2].[Sc+3].[Mg+2] magnesium-scandium-selenide